O1C[C@@H](CC1)OS(=O)(=O)C1=CC=C(C=C1)C [(3R)-tetrahydrofuran-3-yl]4-methylbenzenesulfonate